FC=1C=C2C(=C(/C(/C2=CC1)=C/C1=CC=C(C=C1)OC1=CC=CC=C1)C)CC(=O)O 2-[(1Z)-5-fluoro-2-methyl-1-[(4-phenoxyphenyl)methylidene]-1H-inden-3-yl]acetic acid